C(C)(C)(C)OC(=O)N(C(C)C1=C(C=CC(=C1)F)NC1=C(C(=O)OC)C=C(C(=C1)C(F)(F)F)F)CCC1=NC(=CC=C1[N+](=O)[O-])OC methyl 2-((2-(1-((tert-butoxycarbonyl)(2-(6-methoxy-3-nitropyridin-2-yl)ethyl)amino)ethyl)-4-fluorophenyl)amino)-5-fluoro-4-(trifluoromethyl)benzoate